(2'S,7R)-2-ethyl-2'-methyl-spiro[4,5-dihydrothieno[2,3-c]pyran-7,4'-piperidine] C(C)C1=CC2=C(S1)[C@@]1(C[C@@H](NCC1)C)OCC2